CC(C1=CC=CC=C1)(C)N=C=O α,α-dimethyl-benzyl isocyanate